CC(C(=O)O)=CCCCCCC.C1(=CC=CC=C1)N1CCN(CC1)CCCCC=1C=CC=CC1 5-(4-(4-phenylpiperazine-1-yl)butyl)benzol METHYL-NON-2-ENOATE